C(C)C1=C(C(=CC=C1)CC)N1N=C2C(CN(C(C2)(C)C)C(=O)OC(C)(C)C)=C1C1=C(C=C(C(=C1)F)NC(=O)N)F tert-butyl 2-(2,6-diethylphenyl)-3-(2,5-difluoro-4-ureidophenyl)-6,6-dimethyl-2,4,6,7-tetrahydro-5H-pyrazolo[4,3-c]pyridine-5-carboxylate